tert-Butyl [2-(2-butylphenyl) [1,2,4]triazolo[1,5-a]pyridin-6-yl]carbamate C(CCC)C1=C(C=CC=C1)C1=NN2C(C=CC(=C2)NC(OC(C)(C)C)=O)=N1